Ethyl 3-amino-4-(5-methyl-1-tetrahydropyran-2-yl-indazol-4-yl)-1,5-naphthyridine-2-carboxylate NC=1C(=NC2=CC=CN=C2C1C1=C2C=NN(C2=CC=C1C)C1OCCCC1)C(=O)OCC